monoglycerin acetate C(C)(=O)O.OCC(O)CO